5-((4-methoxyphenoxy)methyl)-2-mercapto-1,3,4-oxadiazole COC1=CC=C(OCC2=NN=C(O2)S)C=C1